3,5-Ditrifluoromethyl-nitrobenzene FC(C=1C=C(C=C(C1)C(F)(F)F)[N+](=O)[O-])(F)F